6-methyl-4-oxo-N-(2-oxo-2,3,4,5-tetrahydro-1H-benzo[b]azepin-3-yl)-1-(p-tolyl)-1,4-dihydropyridazine-3-carboxamide CC1=CC(C(=NN1C1=CC=C(C=C1)C)C(=O)NC1CCC2=C(NC1=O)C=CC=C2)=O